3,6-Dimethyl-8-[(1R)-1-[(3-oxo-1H-isobenzofuran-4-yl)amino]ethyl]-2-phenyl-chromen-4-one CC1=C(OC2=C(C=C(C=C2C1=O)C)[C@@H](C)NC1=C2C(OCC2=CC=C1)=O)C1=CC=CC=C1